B(O)(O)C1=CC=C(C(=O)NN)C=C1 4-BORONOBENZOHYDRAZIDE